1-(5-tert-butyl-2H-pyrazol-3-yl)-3-(4-{5-[2-(2-{3-[2-(2,6-dioxopiperidin-3-yl)-1-oxo-2,3-dihydro-1H-isoindol-4-yl]-propoxy}-ethoxy)-ethoxy]-benzoimidazol-1-yl}-phenyl)-urea C(C)(C)(C)C=1C=C(NN1)NC(=O)NC1=CC=C(C=C1)N1C=NC2=C1C=CC(=C2)OCCOCCOCCCC2=C1CN(C(C1=CC=C2)=O)C2C(NC(CC2)=O)=O